C(#N)C1=CC=C(C=C1)CS(=O)(=O)NC1=C(C=C(C=C1)C=1C=C2C=NC(=NC2=C(C1)C(C)C)N[C@@H]1CNC[C@H](C1)F)F 1-(4-cyanophenyl)-N-(2-fluoro-4-(2-(((3S,5S)-5-fluoropiperidin-3-yl)amino)-8-isopropylquinazolin-6-yl)phenyl)methanesulfonamide